C(C)(C)(C)OC(=O)N1C(C(C1)N1CC=2C=CC(=NC2CC1)NC1=NC=C(C(=N1)C1=CC2=C(N(N=C2C=C1)C)C(C)C)F)=CC#N (cyanomethylene)-3-(2-((5-fluoro-4-(3-isopropyl-2-methyl-2H-indazol-5-yl)pyrimidin-2-yl)amino)-7,8-dihydro-1,6-naphthyridin-6(5H)-yl)azetidine-1-carboxylic acid tert-butyl ester